3-(4-chloro-3-(trifluoromethyl)phenyl)-5-(2-(3-fluoropyrrolidin-1-yl)-2-oxoethyl)-1-((2-(trimethylsilyl)ethoxy)methyl)-1H-pyrrolo[3,2-c]pyridin-4(5H)-one ClC1=C(C=C(C=C1)C1=CN(C2=C1C(N(C=C2)CC(=O)N2CC(CC2)F)=O)COCC[Si](C)(C)C)C(F)(F)F